BrC=1C=CC(=[N+](C1)[O-])COC 5-bromo-2-(methoxymethyl)pyridine 1-oxide